methyl 4-(oxetan-3-ylidenemethyl)benzoate O1CC(C1)=CC1=CC=C(C(=O)OC)C=C1